C(#C)C=1C(=C(C=CC1)NC=1C2=C(N=CN1)C=CC(=N2)N2CC(C2)NC)F N-(3-ethynyl-2-fluoro-phenyl)-6-[3-(methylamino)azetidin-1-yl]pyrido[3,2-d]pyrimidin-4-amine